bromo-1'-hydroxy-2,3,5,6-tetrahydro-1'H-spiro[pyran-4,2'-quinazolin]-4'(3'H)-one BrN1C2(N(C3=CC=CC=C3C1=O)O)CCOCC2